ClC=1C=CC(=C(C1)C1=CC(=C(N=N1)C)NC1=C2C(=NC=C1)NC(=C2)C(=O)N(CCN2CCN(CC2)C)C)F 4-{[6-(5-chloro-2-fluorophenyl)-3-methylpyridazin-4-yl]amino}-N-methyl-N-[2-(4-methylpiperazin-1-yl)ethyl]-1H-pyrrolo[2,3-b]pyridine-2-carboxamide